calcium dodecyl-phenol carbonate C([O-])(=O)OC1=C(C=CC=C1)CCCCCCCCCCCC.[Ca+2].C(CCCCCCCCCCC)C1=C(C=CC=C1)OC([O-])=O